5-[(E)-2-cyclopropylethenyl]-N-[4-[(6,7-dimethoxy-1,5-naphthyridin-4-yl)oxy]-3-fluorophenyl]-4-hydroxy-6-methylpyridine-3-carboxamide C1(CC1)/C=C/C=1C(=C(C=NC1C)C(=O)NC1=CC(=C(C=C1)OC1=CC=NC2=CC(=C(N=C12)OC)OC)F)O